ClC=1C(=CC2=C(C[C@](O2)(C2=CC=CC=C2)CNC)C1C1=C(C=2N(C=C1C(=O)N)C=C(N2)C)F)F (S)-7-((S)-5-Chloro-6-fluoro-2-((methylamino)methyl)-2-phenyl-2,3-dihydrobenzofuran-4-yl)-8-fluoro-2-methylimidazo[1,2-a]pyridine-6-carboxamide